P(OCC(F)(F)F)(OCC(F)(F)F)OCC(F)(F)F tri(2,2,2-trifluoroethyl) phosphite